N-methyl-1-(methylsulfonamido)cyclopropane-1-carboxamide CNC(=O)C1(CC1)NS(=O)(=O)C